tributyl-dodecylphosphonium ethane-1-sulfonate C(C)S(=O)(=O)[O-].C(CCC)[P+](CCCCCCCCCCCC)(CCCC)CCCC